N-iso-Pentyl-4-(thiazol-5-yl)-1H-imidazole-1-carboxamide C(CC(C)C)NC(=O)N1C=NC(=C1)C1=CN=CS1